(3R)-N-[2,4-difluoro-3-[8-methyl-7-oxo-2-(2-phenylethylamino)pyrido[2,3-d]pyrimidin-6-yl]phenyl]-3-fluoropyrrolidine-1-sulfonamide FC1=C(C=CC(=C1C1=CC2=C(N=C(N=C2)NCCC2=CC=CC=C2)N(C1=O)C)F)NS(=O)(=O)N1C[C@@H](CC1)F